C(C1=CC=CC=C1)O\N=C/1\C(\NC2=CC=CC=C12)=C/1\C(NC2=CC(=CC=C12)Br)=O (2Z,3E)-3-((benzyloxy)imino)-6'-bromo-[2,3'-biindolinylidene]-2'-one